2-hydroxy-2-methylethyl-propiophenone OC(CC(C(=O)C1=CC=CC=C1)C)C